C(C)(C)(C)OC(NC=1C(NC=CC1)=O)=O (2-oxo-1,2-dihydropyridin-3-yl)carbamic acid tert-butyl ester